benzindoldione N1C(C(C2=CC=C3C(=C12)C=CC=C3)=O)=O